5,5-difluorooxane-2-carboxylic acid FC1(CCC(OC1)C(=O)O)F